5-bromo-N-[2-(2,4-dimethylphenyl)-2,2-difluoroethyl]-2-methylpyrimidine-4-carboxamide BrC=1C(=NC(=NC1)C)C(=O)NCC(F)(F)C1=C(C=C(C=C1)C)C